5-[3-methyl-2-pyridinyl]Tetrazole CC=1C(=NC=CC1)C1=NN=NN1